(2,4-dimethylpyrimidin-5-yl)carbamic acid tert-butyl ester C(C)(C)(C)OC(NC=1C(=NC(=NC1)C)C)=O